(2R,3R,4R,5S)-4-[[3-[4-(Difluoromethyl)-3-fluoro-2-methoxy-phenyl]-4,5-dimethyl-5-(trifluoromethyl)-tetrahydrofuran-2-carbonyl]amino]pyridin-2-carboxamid FC(C1=C(C(=C(C=C1)[C@@H]1[C@@H](O[C@@]([C@@H]1C)(C(F)(F)F)C)C(=O)NC1=CC(=NC=C1)C(=O)N)OC)F)F